S-(7-((3-chlorophenyl) amino)-7-oxoheptyl) 2-methylpropane-thioate CC(C(SCCCCCCC(=O)NC1=CC(=CC=C1)Cl)=O)C